2-(2-(tert-butyl)phenoxy)propionamide C(C)(C)(C)C1=C(OC(C(=O)N)C)C=CC=C1